2-((1S,4S,5R)-5-((3-(2-chloro-6-methylphenyl)-5-cyclopropylisoxazol-4-yl)methoxy)-2-azabicyclo[2.2.1]heptan-2-yl)-4-(((R)-tetrahydrofuran-3-yl)oxy)benzo[d]thiazole-6-carboxylic acid ClC1=C(C(=CC=C1)C)C1=NOC(=C1CO[C@H]1[C@@H]2CN([C@H](C1)C2)C=2SC1=C(N2)C(=CC(=C1)C(=O)O)O[C@H]1COCC1)C1CC1